Cl.CN(C(=O)[C@H]1NCC1)C (S)-N,N-dimethylazetidine-2-carboxamide hydrochloride